NC1=NC(=NC(=N1)NC1=CC=C(C=C1)OC1=CC=CC=C1)CO (4-amino-6-((4-phenoxyphenyl)amino)-1,3,5-triazin-2-yl)methanol